tetramethyl-tin (IV) C[Sn](C)(C)C